(1S)-1-(3-Ethoxy-4-methoxyphenyl)-2-methansulfonylethylamin C(C)OC=1C=C(C=CC1OC)[C@@H](CS(=O)(=O)C)N